4-chloro-5-(1,3-dioxolan-2-yl)-6-(1-ethoxyvinyl)-2-methylpyrimidine ClC1=NC(=NC(=C1C1OCCO1)C(=C)OCC)C